COC=1C=C(C=CC1)OB(O)O 3-methoxyphenyl-boric acid